NC1=NC(=C(C=2N1C(N(N2)C[C@@H]2N(C[C@@H](C2)O)C)=O)C2=CC(=NC(=C2)C)C)C2=CC=CC=C2 5-amino-8-(2,6-dimethyl-4-pyridyl)-2-[[(2R,4R)-4-hydroxy-1-methyl-pyrrolidin-2-yl]methyl]-7-phenyl-[1,2,4]triazolo[4,3-c]pyrimidin-3-one